7-bromo-5-(4,4-difluoropiperidin-1-yl)-9-methylimidazo[1,2-c]quinazoline sulfur selenium [Se].[S].BrC1=CC(=CC=2C=3N(C(=NC12)N1CCC(CC1)(F)F)C=CN3)C